SCCCCCCCCCCCC[Si](OCC)(OCC)OCC 12-mercaptododecyl-triethoxysilane